C(C#C)NC(=O)C1=NN2C(N=CC=C2)=C1 N-(prop-2-yn-1-yl)pyrazolo[1,5-a]pyrimidine-2-carboxamide